N-(cyclopropanesulfonyl)-4-[(1S,4R,5R)-5-{[5-cyclopropyl-3-(2,6-dichlorophenyl)-1,2-oxazol-4-yl]methoxy}-3-oxo-2-azabicyclo[2.2.1]heptan-2-yl]-2-fluorobenzamide C1(CC1)S(=O)(=O)NC(C1=C(C=C(C=C1)N1[C@@H]2C[C@H]([C@H](C1=O)C2)OCC=2C(=NOC2C2CC2)C2=C(C=CC=C2Cl)Cl)F)=O